1-(9-(4-((4-([1,2,4]triazolo[1,5-a]pyridin-7-yloxy)-3-methylphenyl)amino)pyrrolo[2,1-f][1,2,4]triazin-5-yl)-3,9-diazabicyclo[4.2.1]nonan-3-yl)prop-2-en-1-one N=1C=NN2C1C=C(C=C2)OC2=C(C=C(C=C2)NC2=NC=NN1C2=C(C=C1)N1C2CN(CCC1CC2)C(C=C)=O)C